C1(=CC=CC=C1)C1=NOC(C1)C(=O)O 3-phenyl-4,5-dihydroisoxazole-5-carboxylic acid